2,2,2-Trifluoroethyl (S)-2-amino-3-(3-fluorophenyl)propanoate hydrochloride Cl.N[C@H](C(=O)OCC(F)(F)F)CC1=CC(=CC=C1)F